N-((3R,4S)-4-((7-(2,6-dichloro-3,5-dimethoxyphenyl)-5-(3,3-dimethylazetidin-1-yl)-2,6-naphthyridin-3-yl)amino)tetra-hydrofuran-3-yl)acrylamide ClC1=C(C(=C(C=C1OC)OC)Cl)C1=NC(=C2C=C(N=CC2=C1)N[C@H]1[C@H](COC1)NC(C=C)=O)N1CC(C1)(C)C